O1N=C(N=C1)COCC(=O)C1=C(C=C(C=C1)C1=NOC(=N1)C(F)(F)F)F 2-((1,2,4-oxadiazol-3-yl)methoxy)-1-(2-fluoro-4-(5-(trifluoromethyl)-1,2,4-oxadiazol-3-yl)phenyl)ethan-1-one